N2,N2-dimethyloxalamide CN(C(C(=O)N)=O)C